NC1=C(SC=2N=C(N=C(C21)C)C)C(=O)NC2CC=1C(=CC(=NC1CC2)N2CC1(C(CCO1)C)C(C2)N)F 5-amino-N-(2-{9-amino-4-methyl-1-oxa-7-azaspiro[4.4]nonan-7-yl}-4-fluoro-5,6,7,8-tetrahydroquinolin-6-yl)-2,4-dimethylthieno[2,3-d]pyrimidine-6-carboxamide